C1(=CC=CC=C1)C1=CC=C(C[C@H]2C[C@H](NC2)C(=O)O)C=C1 (2S,4S)-4-(4-phenylbenzyl)pyrrolidine-2-carboxylic acid